C(C)OC=1C=C(C=C2C(=CC(NC12)=O)C)C1=C2C(=NC(=C1C(=O)N)N1CCOCC1)COC2 (8-ethoxy-4-methyl-2-oxo-1H-quinolin-6-yl)-2-morpholino-5,7-dihydrofuro[3,4-b]pyridine-3-carboxamide